ClC=1C=C(C=CC1F)NC1=NC=NC2=CC(=C(C=C12)OC1COCCC1)OC 4-[(3-chloro-4-fluoro-phenyl)amino]-6-(tetrahydropyran-3-yloxy)-7-methoxy-quinazoline